N-methyl-1,5,7-triazabicyclo[4.4.0]dec-5-ene CN1C2=NCCCN2CCC1